COC1=NC=CC=2NC(N(CC21)CC(=O)OC(C)(C)C)=O tert-Butyl 2-{5-methoxy-2-oxo-1H,4H-pyrido[4,3-d]pyrimidin-3-yl}acetate